C1(CCC1)C1=CC=C(C=C1)N1N=C2CCNC[C@H]3C2=C1CCN3C(=O)OC(C)(C)C |o1:17| tert-butyl (R or S)-2-(4-cyclobutylphenyl)-2,3,4,5a,6,7,8,9-octahydro-5H-1,2,5,7-tetraazabenzo[cd]azulene-5-carboxylate